sodium 3,5-difluorobenzoate FC=1C=C(C(=O)[O-])C=C(C1)F.[Na+]